N-tert-butyl-2-[(2-hydroxyethyl)[2-(pyridin-2-yl)-5H,6H,7H-cyclopenta[d]pyrimidin-4-yl]amino]acetamide C(C)(C)(C)NC(CN(C=1C2=C(N=C(N1)C1=NC=CC=C1)CCC2)CCO)=O